ClC=1C=C(C=CC1C(NC1CN(CC1)C(=O)[C@H]1CNCC1)=O)NC(=O)C=1N(C(=CN1)C1=C(C(=C(C=C1)OC)F)F)C N-[3-chloro-4-[[1-[(3R)-pyrrolidine-3-carbonyl]pyrrolidin-3-yl]carbamoyl]phenyl]-5-(2,3-difluoro-4-methoxyphenyl)-1-methylimidazole-2-carboxamide